Cl.Cl.CC(C(C)N)N Butane-2,3-diamine dihydrochloride